4-(((R)-1-(3-amino-5-(trifluoromethyl)phenyl)ethyl)amino)-2-methyl-6-((tetrahydrofuran-3-yl)methyl)-6H-[1,4]oxazino[3,2-g]quinazolin-7(8H)-one NC=1C=C(C=C(C1)C(F)(F)F)[C@@H](C)NC1=NC(=NC2=CC3=C(C=C12)N(C(CO3)=O)CC3COCC3)C